4-((3-(2-Cyclopropylthiazol-5-yl)phenyl)((4-(6-(dimethylamino)pyridin-3-yl)bicyclo[2.2.2]octan-1-yl)methyl)carbamoyl)cyclohexyl (2-hydroxyethyl)trans-carbamate OCCNC(OC1CCC(CC1)C(N(CC12CCC(CC1)(CC2)C=2C=NC(=CC2)N(C)C)C2=CC(=CC=C2)C2=CN=C(S2)C2CC2)=O)=O